C1(=CC=CC=C1)N1COC=C1C1=CC=CC=C1 3,4-diphenyl-2,3-dihydro-oxazol